BrC=1C=CC2=C(NC(=N2)CNC(=O)C2=CN(C=C2)S(=O)(=O)C)C1 N-((6-bromo-1H-benzo[d]imidazol-2-yl)methyl)-1-(methylsulfonyl)-1H-pyrrole-3-carboxamide